1,2-bis(3-chlorophenyl)ethane-1,2-diol ClC=1C=C(C=CC1)C(C(O)C1=CC(=CC=C1)Cl)O